CN(CCCN1CC2(C(C1)C(=O)OC)CCN(CC2)C(=O)OC(C)(C)C)C 8-(tert-butyl) 4-methyl 2-(3-(dimethylamino)propyl)-2,8-diazaspiro[4.5]decane-4,8-dicarboxylate